CON(C1=CC=CC=C1)[N+](=O)[O-] Methoxy-nitroaniline